S(=O)(=O)(O)C1N=CC=CN1 2-sulfo-2,3-dihydropyrimidine